N[C@H]1CS(C2=C(N(C1=O)CC1=CC=C(C=C1)Cl)C=C(C(=C2)F)C=2N=NN(N2)C2CN(CC2)C(=O)OC)(=O)=O methyl 3-[5-[(3R)-3-amino-5-[(4-chlorophenyl)methyl]-8-fluoro-1,1,4-trioxo-2,3-dihydro-1lambda6,5-benzothiazepin-7-yl]tetrazol-2-yl]pyrrolidine-1-carboxylate